NCC(=O)O Glycinic acid